OCCN(CCCCCCCC(=O)OC(CCCCCCCCF)CCCCCCCC)CCCCCCCC(=O)OCCCCCCCCC 1-fluoroheptadecan-9-yl 8-((2-hydroxyethyl)(8-(nonyloxy)-8-oxooctyl)amino)octanoate